(E)-non-6-en-1-ol C(CCCC\C=C\CC)O